N1=CC=CC2=CC=CC(=C12)NC(C)=O N-(quinolin-8-yl)acetamide